CC=1C(=NN(C1)C(=O)N1CCC2(CN(C2)CC2=C(C=C(C=C2)C(F)(F)F)N2CCCC2)CC1)C(=O)O 4-methyl-1-(2-(2-(pyrrolidin-1-yl)-4-(trifluoromethyl)benzyl)-2,7-diazaspiro[3.5]nonane-7-carbonyl)-1H-pyrazole-3-carboxylic acid